C(OCCCCCCCC\C=C\CCCCCCCC)(OCI)=O (E)-octadeca-9-en-1-yl iodomethyl carbonate